N12CCCCN(CC2CC1)C(=O)N 1,6-diazabicyclo[6.2.0]decane-6-carboxamide